C(\C=C\C1=CC=C(C=C1)O)(=O)N(CCCCNC(N)=N)O coumaroyl-hydroxyagmatine